BrC1=CC=C(C=C1)CCN1C(=NC2=C1C=CC(=C2)C#N)NC(=O)C2=CC(=NN2CC)C N-(1-(4-bromophenyl-ethyl)-5-cyano-1H-benzo[d]imidazol-2-yl)-1-ethyl-3-methyl-1H-pyrazole-5-carboxamide